BrC1=CC(=CC2=CN(N=C12)COCC[Si](C)(C)C)I 2-[(7-bromo-5-iodo-indazol-2-yl)methoxy]ethyl-trimethyl-silane